C1=CC=C(C=C1)C/C(=N/O)/C(=O)O The molecule is a ketoxime obtained by condensation of the keto group of phenylpyruvic acid with hydroxylamine. It is a ketoxime and a monocarboxylic acid. It derives from a keto-phenylpyruvic acid.